N(=[N+]=[N-])C=1C(OC2=CC=CC=C2C1)=O Azido-Coumarin